FC1=CC=CC(=N1)S(=O)(=O)NC=1SC=C(N1)C1=C(C=CC=C1)CCCCCCNCC(C(=O)OC)(CCC)C methyl 2-[[6-[2-[2-[(6-fluoro-2-pyridyl)sulfonylamino]thiazol-4-yl]phenyl]hexylamino]methyl]-2-methyl-pentanoate